O[C@H](CC(O)C1=CC=CC=C1)CNS(=O)(=O)C1=CC=C(C=C1)NC[C@H](C)O (2S,3R)-3-hydroxy-4-((N-((S)-2-hydroxypropyl)-4-aminophenyl)sulphonamido)-1-phenylbutanol